ClC=1C=C2C(=NC1C1=CC=C(C=C1)C1=CC=C(C=C1)P(O)(O)=O)N=C(N2)O[C@H]2[C@@H]1[C@H](OC2)[C@@H](CO1)O (4'-(6-chloro-2-(((3r,3ar,6r,6ar)-6-hydroxyhexahydrofuro[3,2-b]furan-3-yl)oxy)-1H-imidazo[4,5-b]pyridin-5-yl)-[1,1'-biphenyl]-4-yl)phosphonic acid